2-[3-[3-(Difluoromethoxy)-5-methoxy-4-(morpholine-4-carbonyl)phenyl]imidazo[1,2-a]pyridin-7-yl]-2-methyl-propionitrile FC(OC=1C=C(C=C(C1C(=O)N1CCOCC1)OC)C1=CN=C2N1C=CC(=C2)C(C#N)(C)C)F